5-bromo-8-chloro-6-nitrochromane BrC1=C2CCCOC2=C(C=C1[N+](=O)[O-])Cl